S(=O)(=O)(O)O.CN1CCOCC1 N-methyl-morpholine hydrogen sulfate